COC1=CC=C(CN2C(C(CC2)C=2OC(=NN2)C2=C(C=CC=C2)NC2=CC=C(C=C2)C(F)(F)F)=O)C=C1 1-(4-methoxybenzyl)-3-(5-(2-((4-(trifluoromethyl)phenyl)amino)phenyl)-1,3,4-oxadiazol-2-yl)pyrrolidin-2-one